(S)-6-(5-(1,4-dimethyl-1H-pyrazol-5-yl)-1-(trans-4-methoxycyclohexyl)-1H-benzo[d]imidazol-2-yl)-1-(3-fluoro-4-methoxyphenyl)piperidin-2-one CN1N=CC(=C1C1=CC2=C(N(C(=N2)[C@@H]2CCCC(N2C2=CC(=C(C=C2)OC)F)=O)[C@@H]2CC[C@H](CC2)OC)C=C1)C